C(C)(=O)OCC(CCC)C 2-METHYLPENTYL ACETATE